methyl (S)-1-(2-((2-((4-methylbenzyl)amino)phenyl)amino)-3-(p-tolyl)propanoyl)azetidine-3-carboxylate CC1=CC=C(CNC2=C(C=CC=C2)N[C@H](C(=O)N2CC(C2)C(=O)OC)CC2=CC=C(C=C2)C)C=C1